ClC=1C=C2C=CC=C(C2=CC1)C(=O)O 6-chloro-1-naphthoic acid